(2E)-2-methyl-4-(2,2,3-trimethyl-3-cyclopenten-1-yl)-2-buten-1-ol C/C(/CO)=C\CC1C(C(=CC1)C)(C)C